N-(2-((8-methoxy-8-oxooctyl)(nonyl)amino)ethyl)-N-nonylglycine COC(CCCCCCCN(CCN(CC(=O)O)CCCCCCCCC)CCCCCCCCC)=O